ClC1=C(C(=O)N2COC3=C(C2)C=CC=C3C3=CC(=C(C(=O)OC)C=C3F)N3CCOCC3)C(=CC(=C1)N1C[C@@H](N(CC1)CCOC)C#N)Cl |r| rac-methyl 4-[3-[2,6-dichloro-4-[3-cyano-4-(2-methoxyethyl)piperazin-1-yl]benzoyl]-2,4-dihydro-1,3-benzoxazin-8-yl]-5-fluoro-2-morpholin-4-ylbenzoate